FC1(CC(C1)CN1N=C(C(=C1C(=O)OCC)C)OC(C)(F)F)F ethyl 1-[(3,3-difluorocyclobutyl)methyl]-3-(1,1-difluoroethoxy)-4-methyl-1H-pyrazole-5-carboxylate